[(3aR,5R,6R,7R,7aR)-6,7-diacetoxy-2-methyl-5,6,7,7a-tetrahydro-3aH-pyrano[3,2-d]oxazol-5-yl]methyl acetate C(C)(=O)OC[C@@H]1[C@@H]([C@@H]([C@H]2N=C(O[C@H]2O1)C)OC(C)=O)OC(C)=O